CC1=CSC=2N=C(N=C(C21)N2C=NC(=C2)C)NC2=CC=C(C=C2)N2CCN(CC2)C 5-methyl-4-(4-methyl-1H-imidazol-1-yl)-N-(4-(4-methylpiperazin-1-yl)phenyl)thieno[2,3-d]pyrimidine-2-amine